1-(4-iodo-6-methoxy-2,3-dihydro-1H-pyrrolo[2,3-b]pyridin-1-yl)ethan-1-one IC1=C2C(=NC(=C1)OC)N(CC2)C(C)=O